5-((4-(1-(1-(2-(2,6-dioxopiperidin-3-yl)-1,3-dioxoisoindoline-5-yl)piperidine-4-carbonyl)piperidin-4-yl)phenyl)amino)-3-(piperidin-1-yl)-1,2,4-triazine-6-carboxamide O=C1NC(CCC1N1C(C2=CC=C(C=C2C1=O)N1CCC(CC1)C(=O)N1CCC(CC1)C1=CC=C(C=C1)NC=1N=C(N=NC1C(=O)N)N1CCCCC1)=O)=O